S(=O)(=O)(OC(NCC1=CC=C(C=C1)C(C)C)=O)[O-] 4-isopropylbenzylcarbamoyl sulfate